(R)-1-(1-(6-(3-Methoxytetrahydrofuran-3-yl)-4-(oxetan-3-ylmethoxy)pyridine-2-yl)-3-methyl-1H-pyrazolo[4,3-c]pyridine-6-yl)urea CO[C@@]1(COCC1)C1=CC(=CC(=N1)N1N=C(C=2C=NC(=CC21)NC(=O)N)C)OCC2COC2